[N+](=O)([O-])C(C1=NC=CC=C1)(N)[N+](=O)[O-] dinitropicolineamine